1,3-bis(2,6-diisopropylphenyl)-imidazolinium C(C)(C)C1=C(C(=CC=C1)C(C)C)[NH+]1CN(CC1)C1=C(C=CC=C1C(C)C)C(C)C